C(C1=CC=CC=C1)N1CC=2C(N(C=3N=CC=CC3C2CC1)CC1=CC=C(C=C1)OC)=O 3-benzyl-6-(4-methoxybenzyl)-2,3,4,6-tetrahydropyrido[3,4-c][1,8]naphthyridine-5(1H)-one